CC1(CCN(CC1)C=1OC2=C(C=C(C=C2C(C1C)=O)C)C(C)NC1=C(C(=O)OC)C(=CC=C1)B1OC(C(O1)(C)C)(C)C)C methyl 2-[1-[2-(4,4-dimethyl-1-piperidyl)-3,6-dimethyl-4-oxo-chromen-8-yl] ethylamino]-6-(4,4,5,5-tetramethyl-1,3,2-dioxaborolan-2-yl)benzoate